COC(=O)C1=C(NC(=C(C1C1=C(C=CC=C1)Cl)C(=O)O)C)COCCN 6-methyl-2-(2-aminoethoxy)methyl-4-(2-chlorophenyl)-1,4-dihydro-3,5-pyridinedicarboxylic acid methyl ester